3-methoxy-1,9,9-trimethyl-7-(piperazin-1-ylmethyl)-9,10-dihydroacridine COC=1C=C(C=2C(C3=CC(=CC=C3NC2C1)CN1CCNCC1)(C)C)C